S-sulfocysteinylglycine S(=O)(=O)(O)SC[C@H](N)C(=O)NCC(=O)O